(S)-2-methyl-N-((S)-1-(4-methylthiazol-2-yl)ethyl)propane-2-sulfinamide CC(C)(C)[S@](=O)N[C@@H](C)C=1SC=C(N1)C